C(=O)O.C(=O)O.COC1=CC(=CC=2N(C=NC21)CC2OCC2)C(=O)O 4-methoxy-1-(oxetan-2-ylmethyl)-1H-benzo[d]imidazole-6-carboxylic acid diformate salt